N-((3-chloro-5-(imidazo[1,2-a]pyridin-6-yl)-2-methylpyrazolo[1,5-a]pyrimidin-6-yl)methylene)-2-methylpropan-2-sulfinamide ClC=1C(=NN2C1N=C(C(=C2)C=NS(=O)C(C)(C)C)C=2C=CC=1N(C2)C=CN1)C